[Cl-].ClC1=CC=C(C=C1)C1C(CCN(N1S(=O)(=O)N1CCC(CC1)C(F)(F)F)C=NO)C1=CC=CC=C1 (2E)-6-(4-chlorophenyl)-5-phenyl-N-[[4-(trifluoromethyl)-1-piperidinyl]sulfonyl]-4,5-dihydro-3H-pyridazine-2-carbaldehyde oxime chloride